Spiro[12H-benzo[a]xanthene-12,1'(3'H)-isobenzofuran]-3'-one C12(OC(C3=CC=CC=C13)=O)C1=CC=CC=C1OC1=CC=C3C(=C12)C=CC=C3